C(CCCCCCC\C=C/CCCCCCCC)(=O)OC[C@@H](OC(CCCCCCCCCCC(C(CCCC[C@@H]1SC[C@@H]2NC(=O)N[C@H]12)=O)N)=O)COP(=O)([O-])OCC[N+](C)(C)C 1-oleoyl-2-[12-biotinyl-(aminododecanoyl)]-sn-glycero-3-phosphocholine